N=1C=NN2C1C=C(C=C2)OC2=C(C=C(C=C2)NC2=C(C=NC1=CC=C(N=C21)C=2CCNCC2)C#N)C 4-((4-([1,2,4]triazolo[1,5-a]pyridin-7-yloxy)-3-methylphenyl)amino)-6-(1,2,3,6-tetrahydropyridin-4-yl)-1,5-naphthyridine-3-carbonitrile